C(C)OC(CC(=O)C1=C(C=C(C=C1)F)[N+](=O)[O-])=O.COC1=CC=C2C=CC=C(C2=C1)CCNC(C)=O N-[2-(7-methoxynaphthalene-1-yl)ethyl]Acetamide ethyl-3-(4-fluoro-2-nitro-phenyl)-3-oxopropionate